3-(2-phenoxyethyl)-1H-imidazo[4,5-b]pyridin-2(3H)-one O(C1=CC=CC=C1)CCN1C(NC=2C1=NC=CC2)=O